CC=1C=CC=2N(C1)C(=C(N2)C2=CC=C(C=C2)C)CC(=O)O 6-methyl-2-(4-methylphenyl)imidazo[1,2-a]pyridine-3-acetic acid